C(C=C)(=O)N1CC2(C1)CN(CC2)C2=NC=1CNCCC1C=C2C#N 2-(2-(2-propenoyl)-2,6-diazaspiro[3.4]octan-6-yl)-5,6,7,8-tetrahydro-1,7-naphthyridine-3-carbonitrile